The molecule is a butyric acid derivative having an oxo group at the 2-position and a hydroxymethylphosphinyl moiety at the 4-position. It derives from a butyric acid. It is a conjugate acid of a 4-(hydroxymethylphosphinyl)-2-oxobutyrate. CP(=O)(CCC(=O)C(=O)O)O